C[C@@H]1CC2(OCCO2)CC[C@H]1NC=1SC2=C(N1)C=CC=C2C=2C=C(C=CC2)C2=CC=C(O2)P(O)(O)=O [5-[3-[2-[[(7R,8R)-7-methyl-1,4-dioxaspiro[4.5]decan-8-yl]amino]-1,3-benzothiazol-7-yl]phenyl]-2-furyl]phosphonic acid